BrC1=CC=2S(CCOCC2S1)(=O)=O 7-bromo-2,3-dihydro-5H-thieno[3,2-e][1,4]oxathiepine 1,1-dioxide